2-[5-[(3R,4R)-1-(Azetidin-3-ylsulfonyl)-3-methyl-4-piperidyl]-4-chloro-1H-imidazol-2-yl]-5-fluoro-pyridine N1CC(C1)S(=O)(=O)N1C[C@@H]([C@@H](CC1)C1=C(N=C(N1)C1=NC=C(C=C1)F)Cl)C